C(C1=CC=CC=C1)C1=NC(=NN1)C(=O)N[C@@H]1C(N(C2=C(OC1)C=C(C=C2)N2CCC1(CCOCC1)CC2)C)=O (S)-5-benzyl-N-(5-methyl-4-oxo-8-(3-oxa-9-azaspiro[5.5]undecan-9-yl)-2,3,4,5-tetrahydrobenzo[b][1,4]oxaazepin-3-yl)-1H-1,2,4-triazole-3-carboxamide